Cl.N1(CC(C1)N1C(N(CC=2C1=NC(=NC2)NC)C2=C(C(=CC(=C2Cl)OC)OC)Cl)=O)C2CNC2 1-([1,3'-biazetidin]-3-yl)-3-(2,6-dichloro-3,5-dimethoxyphenyl)-7-(methylamino)-3,4-dihydropyrimido[4,5-d]pyrimidin-2(1H)-one hydrochloride